ClC1=CC2=C(NC(=N2)C=2C=C(C=CC2)NC2=NC=CC=N2)C=C1Cl N-[3-(5,6-dichloro-1H-benzo[d]imidazol-2-yl)phenyl]pyrimidin-2-amine